FC=1C=C(C=CC1OC1=CC=NC2=CC(=CN=C12)OC)NC(=O)C1=C(N(C(=C(C1=O)C=1OC=CC1)C)C)C N-[3-fluoro-4-[(7-methoxy-1,5-naphthyridin-4-yl)oxy]phenyl]-5-(furan-2-yl)-1,2,6-trimethyl-4-oxopyridine-3-carboxamide